[Si](C)(C)(C(C)(C)C)OC(CN(CCCCNC(OC(C)(C)C)=O)CC(CCCCCCCCCC)O[Si](C)(C)C(C)(C)C)CCCCCCCCCC tert-butyl (4-(bis(2-((tert-butyldimethylsilyl)oxy)dodecyl) amino)butyl)carbamate